FC1=C(C(=CC=C1)F)N1C(=NC(=C1)C)C1(CC(=NO1)N1C[C@H](C(C1)(F)F)NS(=O)(=O)C)C N-[(3R)-1-{5-[1-(2,6-Difluorophenyl)-4-methyl-1H-imidazol-2-yl]-5-methyl-4,5-dihydro-1,2-oxazol-3-yl}-4,4-difluoropyrrolidin-3-yl]methanesulfonamide